C(C=C)C(C(=O)N)C(=O)N allylmalonamide